1-methyl-1'-(1-(methacryloyloxy)ethyl)-ferrocene C[C-]1C=CC=C1.C(C(=C)C)(=O)OC(C)[C-]1C=CC=C1.[Fe+2]